NC/C(/CN1N=CN(C1=O)C=1SC(=CN1)C1=CC=C(C=C1)C1=NOCN1)=C\F 2-[(2E)-2-(aminomethyl)-3-fluoroprop-2-en-1-yl]-4-{5-[4-(4H-1,2,4-oxadiazol-3-yl)phenyl]-1,3-thiazol-2-yl}-2,4-dihydro-3H-1,2,4-triazol-3-one